2-((5-bromo-6-methoxypyridin-3-yl)methyl)isoindoline-1,3-dione BrC=1C=C(C=NC1OC)CN1C(C2=CC=CC=C2C1=O)=O